C(C)[C@@H]1CN(C[C@@H]1C1=CN=C2N1C1=C(N=C2)NC=C1)C(=O)NCC(C)(C)F (3s,4r)-3-ethyl-4-(3H-imidazo[1,2-a]pyrrolo[2,3-e]pyrazin-8-yl)-N-(2-fluoro-2-methylpropyl)pyrrolidine-1-amide